FC1=C(C=CC(=C1)F)C=1C(=C2N(N1)CCC2)C2=CC1=C(N=CS1)C=C2 6-(2-(2,4-Difluorophenyl)-5,6-dihydro-4H-pyrrolo[1,2-b]pyrazol-3-yl)benzo[d]thiazole